C(C)(C)(C)OC(=O)NCCC[C@@H](CC(=O)NC=1SC(=C(N1)C)C(=O)OCC)NC(C1=CC(=CC=C1)C1=NOC(=N1)C)=O Ethyl 2-[[(3S)-6-(tert-butoxycarbonylamino)-3-[[3-(5-methyl-1,2,4-oxadiazol-3-yl)benzoyl]amino]hexanoyl]amino]-4-methyl-thiazole-5-carboxylate